FC(C1=NC=NC=C1CO)F (4-(difluoromethyl)pyrimidin-5-yl)methanol